F[C@H]1[C@@]2(C=C[C@H](C[C@H]1N(C=1N=CC(=NC1)C1=C(C=C(C=C1)C1=CC(=NC=C1)OC)O)C)N2)C 2-(5-(((1S,2R,3R,5S)-2-fluoro-1-methyl-8-azabicyclo[3.2.1]oct-6-en-3-yl)(methyl)amino)pyrazin-2-yl)-5-(2-methoxypyridin-4-yl)phenol